C1OCC12CN(C2)CC=2C=CC(=NC2)C(=O)NC2=C(C(=CC=C2)C2=C(C(=NC=C2)C2=CC(=C(C=C2)CN2CC1(COC1)C2)OC)Cl)Cl 5-((2-Oxa-6-azaspiro[3.3]heptan-6-yl)methyl)-N-(3-(2-(4-((2-oxa-6-azaspiro[3.3]heptan-6-yl)methyl)-3-methoxyphenyl)-3-chloropyridin-4-yl)-2-chlorophenyl)picolinamide